COC(=O)C12CC(CN2C[C@H](C1)F)F.C(CC)[C-]1C=CC=C1.[C-]1(C=CC=C1)CCC.[Fe+2] 1,1'-dipropyl-ferrocene methyl-(2S)-2,6-difluorotetrahydro-1H-pyrrolizine-7a(5H)-carboxylate